N,N-dimethyl-N',N'-dimethylisopropyl-propylenediamine CN(C(C(C)N(C)C)C(C)C)C